6-methyl-5H-[1,3]dioxolo[4,5-g]indeno[1,2-c]isoquinoline-5,11(6H)-dione CN1C(C=2C=C3C(=CC2C2=C1C=1C=CC=CC1C2=O)OCO3)=O